CC=1C(=NC(=C(C1)N)C1=CC=CC=C1)C=1C=NC=C(C1)C(F)(F)F 3-methyl-6-phenyl-5'-(trifluoromethyl)-[2,3'-bipyridine]-5-amine